((7-ethyl-8-oxo-9-(tetrahydro-2H-pyran-4-yl)-8,9-dihydro-7H-purin-2-yl)amino)-2-fluoro-5-methylbenzamide C(C)N1C(N(C2=NC(=NC=C12)NC=1C(=C(C(=O)N)C=C(C1)C)F)C1CCOCC1)=O